(S)-N-(2-(2-cyano-4,4-difluoropyrrolidin-1-yl)-2-oxoethyl)-7-(phenylamino)quinoline-4-carboxamide C(#N)[C@H]1N(CC(C1)(F)F)C(CNC(=O)C1=CC=NC2=CC(=CC=C12)NC1=CC=CC=C1)=O